C12C(C(C(OC1)C2)C(=O)O)C(=O)O oxabicyclo[2.2.1]Heptane-2,3-dicarboxylic acid